C12N(CC(NC1)CC2)C=2C1=C(N=C(N2)OC([2H])([2H])[C@H]2N(CCC2)C([2H])([2H])[2H])C(=C(N=C1)C1=CC(=CC2=CC=C(C(=C12)F)F)O)F 4-(4-(2,5-Diazabicyclo[2.2.2]octan-2-yl)-8-fluoro-2-(((S)-1-(methyl-d3)pyrrolidin-2-yl)methoxy-d2)pyrido[4,3-d]pyrimidin-7-yl)-5,6-difluoronaphthalen-2-ol